ClC1=C(C2=C(C(N3[C@@H](CO2)CN(CC3)C(=O)OC(C)(C)C)=O)C(=N1)N1CCOCC1)Cl tert-butyl (R)-3,4-dichloro-1-morpholino-12-oxo-6a,7,9,10-tetrahydro-12H-pyrazino[2,1-c]pyrido[3,4-f][1,4]oxazepine-8(6H)-carboxylate